NC(C(=O)O)(CCCCB(O)O)CCNCCCC1=CC(=C(C=C1)F)F 2-amino-6-borono-2-(2-(3-(3,4-difluorophenyl)propylamino)ethyl)hexanoic acid